C1(CC1)CCC=O 3-cyclopropyl-1-oxopropan